C1=CC=CC=2C3=CC=CC=C3C(C12)COC(=O)N[C@H](C(=O)O)CC1=CC=C(C=C1)N(C=1N(CCN1)C(=O)OC(C)(C)C)C(=O)OC(C)(C)C (S)-2-((((9H-fluoren-9-yl)methoxy)carbonyl)amino)-3-(4-((tert-butoxycarbonyl)(1-(tert-butoxycarbonyl)-4,5-dihydro-1H-imidazol-2-yl)amino)phenyl)propanoic acid